FC(C(=O)O)(F)F.NCC1=CC=C(C=C1)N1C(=NC=2C1=NC=C(C2)C2=CC=CC=C2)C=2C(=NC=CC2)N 3-(3-(4-(aminomethyl)phenyl)-6-phenyl-3H-imidazo[4,5-b]pyridin-2-yl)pyridin-2-amine trifluoroacetate